N1(C=NC=C1)C=1C=CC(=C(C1)O)C1=NC=C(N=C1)N(C1CC2(CNC2)C1)C 5-(1H-imidazol-1-yl)-2-(5-(methyl(2-azaspiro[3.3]heptan-6-yl)amino)pyrazin-2-yl)phenol